9-Ethyl-2,3,4,5,6,9-hexahydro-1H-carbazol C(C)N1C=2C=CCCC2C=2CCCCC12